ClC=1C=CC2=C(NC(N2)=O)C1 6-chloro-2-oxo-2,3-dihydro-1H-benzo[d]imidazol